(5-phenyl-4,5-dihydro-1H-pyrazol-1-yl)(thiophen-2-yl)methanone 2,2,2-trifluoroacetate FC(C(=O)O)(F)F.C1(=CC=CC=C1)C1CC=NN1C(=O)C=1SC=CC1